N-(5-bromo-2-chloro-phenyl)-N-methyl-acetamide BrC=1C=CC(=C(C1)N(C(C)=O)C)Cl